3-(3-chloro-4-methyl-6,7,8,9-tetrahydropyrido[3',2':4,5]pyrrolo[1,2-a]pyrazine-7-carbonyl)pyrrolidin ClC1=C(C=2C=C3N(CCN(C3)C(=O)C3CNCC3)C2N=C1)C